C(C)(C)(C)C(C(=O)O)(O)C(O)C(=O)O.COC(=O)C1=CC=C(C=C1)[C@@H]1CN(CCN1)C(=O)O (R)-3-(4-(methoxycarbonyl)phenyl)piperazine-1-carboxylic acid tert-butyl-tartrate